COC(=O)C1=NC=C(C(=C1)OC)OCCC1CC1 5-(2-cyclopropyl-ethoxy)-4-methoxy-pyridine-2-carboxylic acid methyl ester